C(C1=CC=CC=C1)OC(=O)N1[C@@H]([C@H]2CC[C@@H](C1)N2C(=O)C2=CC=CC=1NC3=C(C=CC12)C=CC=C3)C(=O)O (1R,2S,5S)-3-((benzyloxy)carbonyl)-8-(5H-dibenzo[b,f]azepine-carbonyl)-3,8-diazabicyclo[3.2.1]octane-2-carboxylic acid